N-methyl-N-(1-oxododecyl)glycine, sodium salt [Na+].CN(CC(=O)[O-])C(CCCCCCCCCCC)=O